tert-butyl (3R)-3-(4-(1-methyl-1H-1,2,3-triazol-4-yl)-N-(8-((E)-2-(1-(tetrahydro-2H-pyran-2-yl)-1H-pyrazol-4-yl)vinyl)isoquinolin-1-yl)benzamido)piperidine-1-carboxylate CN1N=NC(=C1)C1=CC=C(C(=O)N(C2=NC=CC3=CC=CC(=C23)\C=C\C=2C=NN(C2)C2OCCCC2)[C@H]2CN(CCC2)C(=O)OC(C)(C)C)C=C1